NC=1C=C(C=NC1)C=1N=NN(C1)CC1=CC=C2C=C(N(C2=C1)C(=O)OC(C)(C)C)CN(CC1CCC1)C(=O)OC(C)(C)C Tert-butyl 6-((4-(5-aminopyridin-3-yl)-1H-1,2,3-triazol-1-yl)methyl)-2-(((tert-butoxycarbonyl)(cyclobutylmethyl)amino)methyl)-1H-indole-1-carboxylate